O=C1N(C(C=C1)=O)CCCCCCCCN1C(C(CC1=O)SC(CCC(=O)N([C@@H](C)C(=O)[O-])C)(C)C)=O N-(4-((1-(8-(2,5-dioxo-2,5-dihydro-1H-pyrrol-1-yl)octyl)-2,5-dioxopyrrolidin-3-yl)thio)-4-methylpentanoyl)-N-methyl-L-alaninate